C[C@@H](C(=O)N)NC1=CC(=C(C=C1[N+](=O)[O-])[N+](=O)[O-])F N-α-(2,4-dinitro-5-fluorophenyl)-L-alaninamide